FC=1C=C2C=C(NC2=CC1OCC1=NOC(=C1)C)CNC(=O)NC 1-((5-fluoro-6-((5-methylisoxazol-3-yl)methoxy)-1H-indol-2-yl)methyl)-3-methylurea